di-t-amyl succinate C(CCC(=O)OC(C)(C)CC)(=O)OC(C)(C)CC